(5,5-dioxido-4,6-dihydro-1H-thieno[3,4-c]pyrazol-3-yl)(4-(2-(trifluoromethyl)phenyl)piperidin-1-yl)methanone O=S1(CC=2NN=C(C2C1)C(=O)N1CCC(CC1)C1=C(C=CC=C1)C(F)(F)F)=O